3-oxobutyryl-butanediol O=C(CC(=O)C(CCC)(O)O)C